COC1=CC(=CC2=C1C(CO2)=O)OC 4,6-dimethoxybenzofuran-3(2H)-one